tert-butyl N-[(2S)-1-[4-(benzylamino)thieno[3,2-c]pyridazin-6-yl]propan-2-yl]carbamate C(C1=CC=CC=C1)NC=1C2=C(N=NC1)C=C(S2)C[C@H](C)NC(OC(C)(C)C)=O